CC=1N(C(=CN1)[N+](=O)[O-])CCN(C([O-])=O)C(C(Cl)(Cl)Cl)N1N=CC=2C1=NC(=NC2)N 2-(2-methyl-5-nitro-1H-imidazol-1-yl)-ethyl-(1-(6-amino-1H-pyrazolo[3,4-d]pyrimidin-1-yl)-2,2,2-trichloroethyl)-carbamate